FC1=C(C(=NN1C1=C(C=C(C=C1Cl)C(F)(F)F)Cl)OC)C(F)(F)F 5-fluoro-3-methoxy-1-[2,6-dichloro-4-(trifluoromethyl)phenyl]-4-trifluoromethylpyrazole